4-((5-(1-methyl-1H-benzo[d][1,2,3]triazol-6-yl)pyrrolo[2,1-f][1,2,4]triazin-2-yl)amino)cyclohexan-1-ol CN1N=NC2=C1C=C(C=C2)C=2C=CN1N=C(N=CC12)NC1CCC(CC1)O